FC(C1=CC=C(C=C1)N1N=NC(=C1COC1=CC=C(N=N1)N1C[C@H](N(CC1)C(=O)OC(C)(C)C)C(N[C@@H]1[C@H](CCC1)O)=O)C)F tert-butyl (S)-4-(6-((1-(4-(difluoromethyl)phenyl)-4-methyl-1H-1,2,3-triazol-5-yl)methoxy)pyridazin-3-yl)-2-(((1S,2S)-2-hydroxycyclopentyl)carbamoyl)piperazine-1-carboxylate